ClC=1C(=C(C(=C(C(=O)OC)C1)OS(=O)(=O)C(F)(F)F)C)C#N methyl 5-chloro-4-cyano-3-methyl-2-(((trifluoromethyl)sulfonyl)oxy)benzoate